2-(2-isopropylphenyl)-8-(4-(1-methyl-4-(trifluoromethyl)-1H-imidazol-2-yl)benzyl)-[1,2,4]triazolo[1,5-a]pyrazine C(C)(C)C1=C(C=CC=C1)C1=NN2C(C(=NC=C2)CC2=CC=C(C=C2)C=2N(C=C(N2)C(F)(F)F)C)=N1